C1(CCC1)S(=O)(=O)Cl cyclobutane-sulfonyl chloride